6'-((4-(((S)-2-hydroxy-1-phenylethyl)amino)-5-(3-(quinuclidin-4-yl)-1,2,4-oxadiazol-5-yl)pyridin-2-yl)amino)-3'-methylspiro[cyclopropane-1,4'-isochroman]-1'-one OC[C@H](C1=CC=CC=C1)NC1=CC(=NC=C1C1=NC(=NO1)C12CCN(CC1)CC2)NC=2C=C1C3(C(OC(C1=CC2)=O)C)CC3